heptyl-γ-butyrolactone C(CCCCCC)C1C(=O)OCC1